FC1=C(CNC=2N(C=C(N2)C2=CC=CC=C2)C2=CC(=CC=C2)F)C=CC=C1C(F)(F)F N-(2-fluoro-3-(trifluoromethyl)benzyl)-1-(3-fluorophenyl)-4-phenyl-1H-imidazol-2-amine